N1(CCC1)CC=1C(=NN(C1)C1=NC(=NC=C1)NC=1C(=CC(=C(C1)NC(C=C)=O)N(C1COC1)C)OC)C(C)(C)C N-(5-(4-(4-(azetidin-1-ylmethyl)-3-tert-butyl-1H-pyrazol-1-yl)pyrimidin-2-ylamino)-4-methoxy-2-(methyl(oxetan-3-yl)amino)phenyl)acrylamide